N,N-dimethyl-2-((pivaloyloxy)amino)ethan-1-amine CN(CCNOC(C(C)(C)C)=O)C